(20-(ethylamino)-20-oxoarachidonyl)glycine C(C)NC(CCCC\C=C/C\C=C/C\C=C/C\C=C/CCCCNCC(=O)O)=O